C1(CC1)CN1N=C(C(=C1NC1=NC=NC(=C1)N1N=C(C(=C1C)[C@@H](C)OCC)C)C)C1=CC=C(C#N)C=C1 |r| (±)-4-{1-(cyclopropylmethyl)-5-[(6-{4-[1-ethoxyethyl]-3,5-dimethyl-1H-pyrazol-1-yl}pyrimidin-4-yl)amino]-4-methyl-1H-pyrazol-3-yl}benzonitrile